1,3,8-trimethyl-5-{[3-(trifluoromethyl)phenyl]amino}pyrido[2,3-d]pyrimidine-2,4,7(1h,3h,8h)-trione CN1C(N(C(C2=C1N(C(C=C2NC2=CC(=CC=C2)C(F)(F)F)=O)C)=O)C)=O